methyl (E)-4-chloro-2-(4-(dimethylamino) cyclohexyl)-5-(2-ethoxyvinyl)-2,7-dimethyl-2,3-dihydrobenzofuran-6-carboxylate ClC1=C(C(=C(C2=C1CC(O2)(C)C2CCC(CC2)N(C)C)C)C(=O)OC)\C=C\OCC